C(C)(C)(C)OC(=O)N[C@H]1C[C@H](C[C@@H]1OCOC)C(=O)OCOC methoxymethyl (1R,3S,4S)-3-[(tert-butoxycarbonyl)amino]-4-(methoxymethoxy)cyclopentane-1-carboxylate